L-cysteine, sodium salt [Na+].N[C@@H](CS)C(=O)[O-]